2-(4-(4-(isoquinolin-4-yl)phenyl)-1H-pyrazol-1-yl)-1-(piperazin-1-yl)ethan-1-one C1=NC=C(C2=CC=CC=C12)C1=CC=C(C=C1)C=1C=NN(C1)CC(=O)N1CCNCC1